tetramethyl-2,4,8,10-tetraoxaspiro[5.5]undecan-3,9-diethanol CC1OC(OC(C12COC(OC2)CCO)(C)C)(CCO)C